1-mercapto-1,2-propylene glycol SC(C(C)O)O